ClC1=C(C(=O)N2CNC3=C(C=CC=C3C2)C2=CC(=C(C(=O)O)C=C2F)N2CCOCC2)C(=CC(=C1)C=1C=NN(C1)C)Cl 4-[3-[2,6-Dichloro-4-(1-methylpyrazol-4-yl)benzoyl]-2,4-dihydro-1H-quinazolin-8-yl]-5-fluoro-2-morpholin-4-ylbenzoic acid